4-(1-(4-hydroxyphenyl)ethyl)-6-methyl-2-(1-(oxetan-3-yl)-1H-pyrazol-4-yl)-1,6-dihydro-7H-pyrrolo[2,3-c]pyridin-7-one OC1=CC=C(C=C1)C(C)C=1C2=C(C(N(C1)C)=O)NC(=C2)C=2C=NN(C2)C2COC2